C(C=C)(=O)N1CC(CC1)C=1N=C(N2C(=NC=CC21)N)C2=C(C=C(C(=O)NC1=NC=CC(=C1)C#N)C=C2)F 4-(1-(1-acryloylpyrrolidin-3-yl)-5-aminoimidazo[1,5-c]pyrimidin-3-yl)-N-(4-cyanopyridin-2-yl)-3-fluorobenzamide